ClC=1C=C(C=CC1Cl)[C@H](CN(C)C)NS(=O)(=O)C1=CC=C(C=C1)OC1=CC(=CC=C1)C(F)(F)F (R)-N-(1-(3,4-dichlorophenyl)-2-(dimethylamino)ethyl)-4-(3-(trifluoromethyl)phenoxy)benzenesulfonamide